(R)-2-(1-(4-(5-(3-amino-3H-spiro[benzofuran-2,4'-piperidin]-1'-yl)-6-(hydroxymethyl)pyrazin-2-ylsulfanyl)-3-chloropyridin-2-yl)azetidin-3-yl)propan-2-ol N[C@@H]1C2=C(OC13CCN(CC3)C=3N=CC(=NC3CO)SC3=C(C(=NC=C3)N3CC(C3)C(C)(C)O)Cl)C=CC=C2